(2,4-hexanedione) titanium [Ti].CC(CC(CC)=O)=O